oxolinic acid-D5 [2H]C([2H])([2H])C([2H])([2H])N1C=C(C(=O)C2=CC3=C(C=C21)OCO3)C(=O)O